N-[(1S)-2-[[5-(3,5-dimethyl-1H-pyrazol-4-yl)-6-fluoro-2-pyridyl]amino]-1-(4-methylcyclohexyl)-2-oxo-ethyl]-2-isopropyl-pyrazole-3-carboxamide CC1=NNC(=C1C=1C=CC(=NC1F)NC([C@H](C1CCC(CC1)C)NC(=O)C=1N(N=CC1)C(C)C)=O)C